N-(4-(2-((4-(4-(1-(3-((2,6-dioxopiperidin-3-yl)amino)benzoyl)piperidin-4-yl)piperazin-1-yl)phenyl)amino)pyrimidin-4-yl)-2-methylbenzyl)-3-isopropoxyazetidine-1-carboxamide O=C1NC(CCC1NC=1C=C(C(=O)N2CCC(CC2)N2CCN(CC2)C2=CC=C(C=C2)NC2=NC=CC(=N2)C2=CC(=C(CNC(=O)N3CC(C3)OC(C)C)C=C2)C)C=CC1)=O